[Cu].N1=CC=CC=C1 pyridine-copper salt